ClC1=C(C=C(C=N1)CCC(=O)O)F 3-(6-chloro-5-fluoropyridin-3-yl)propionic acid